FC=1C(=NC=CC1CC=1C=NC=C(C1C)OC1=C(C=C(C=C1)C([2H])([2H])[2H])F)NS(NC)(=O)=O 3-fluoro-4-[[5-[2-fluoro-4-(trideuteriomethyl)phenoxy]-4-methyl-3-pyridyl]methyl]-N-(methylsulfamoyl)pyridin-2-amine